NS(=O)(C)=NC=1C=C(OC=2C(=C(N(C(C2C)=O)C)NC2=C(C=C(C=C2)I)F)C(=O)NC2CC2)C=CC1 4-(3-((amino(methyl)oxo-lambda6-sulfaneylidene)amino)phenoxy)-N-cyclopropyl-2-((2-fluoro-4-iodophenyl)amino)-1,5-dimethyl-6-oxo-1,6-dihydropyridine-3-carboxamide